NC1=NC=NN2C1=C(C(=C2)C#CC2CCN(CC2)C(C=C)=O)C2=CC=C(C=C2)OC2=CC=CC=C2 1-(4-{2-[4-amino-5-(4-phenoxyphenyl)pyrrolo[2,1-f][1,2,4]triazin-6-yl]ethynyl}piperidin-1-yl)prop-2-en-1-one